N-[3-methyl-1-[5-methyl-2-[(2-methylpyrazol-3-yl)amino]pyrimidin-4-yl]indazol-5-yl]prop-2-enamide CC1=NN(C2=CC=C(C=C12)NC(C=C)=O)C1=NC(=NC=C1C)NC=1N(N=CC1)C